BrC1=CN=C(S1)NC(OC(C)(C)C)=O tertbutyl (5-bromothiazol-2-yl)carbamate